1,11-bis(3-thietanylthio)-4,8-bis(3-thietanylthio)-3,6,9-trithiaundecane S1CC(C1)SCCSC(CSCC(SCCSC1CSC1)SC1CSC1)SC1CSC1